CN1C2(CCC3(OCCO3)CC2)CN(CC1)C(=O)OCC1=CC=CC=C1 Benzyl 9-methyl-1,4-dioxa-9,12-diazadispiro[4.2.58.25]pentadecane-12-carboxylate